OCC1(C(NCC1)=O)NC(=O)C1=C(C=C2C=CC(=CN12)OCC=1C=NC=CC1)C N-[3-(hydroxymethyl)-2-oxopyrrolidin-3-yl]-2-methyl-6-[(pyridin-3-yl)methoxy]indolizine-3-carboxamide